OCC1=CC=C(C=O)O1 L-5-Hydroxymethylfurfural